S(=O)(O)OS(=O)O.[Ca] calcium dihydrogen disulfite